FC1=C(C(=CC=C1CC1CNCCC1)O)N1CC(NS1(=O)=O)=O 5-(2-fluoro-6-hydroxy-3-(piperidin-3-ylmethyl)phenyl)-1,2,5-thiadiazolidin-3-one 1,1-dioxide